(3aR,5s,6aS)-N-(6-(2,4-dimethyl-2H-indazol-5-yl)pyridazin-3-yl)-2-(((R)-tetrahydro-2H-pyran-3-yl)methyl-d2)octa-hydrocyclopenta-[c]pyrrol-5-amine CN1N=C2C=CC(=C(C2=C1)C)C1=CC=C(N=N1)NC1C[C@@H]2[C@@H](CN(C2)C([2H])([2H])[C@@H]2COCCC2)C1